COC1=CC=C(CN2C(C(C2)C#N)C2=CC=CC=C2)C=C1 1-(4-methoxybenzyl)-2-phenylazetidine-3-carbonitrile